4-((4-(4-cyano-1H-imidazol-1-yl)-2-fluorobenzyl)oxy)phenyl sulfurofluoridate S(OC1=CC=C(C=C1)OCC1=C(C=C(C=C1)N1C=NC(=C1)C#N)F)(=O)(=O)F